ClC1=CC2=C(C=C3N2C(=NN(C3=O)CC(=O)N[C@H]3CN(CCC3)C3CC3)C(C)(C)O)S1 (R)-2-(2-Chloro-5-(2-hydroxypropan-2-yl)-8-oxothieno[2',3':4,5]pyrrolo[1,2-d][1,2,4]triazin-7(8H)-yl)-N-(1-cyclopropylpiperidin-3-yl)acetamid